ClC1=C(C=CC=C1)C=1N=C(NC1C1=CC=CC=C1)C1=CSC=C1 4-(2-chlorophenyl)-5-phenyl-2-(3-thienyl)imidazole